NC(CCCCNC(=O)C=1N(C=C(C1)NC(=O)C=1N(C=C(C1)NC(C1=CC=C(C=C1)\C=C\C=1C=NC2=CC=CC=C2C1)=O)C)C)=N (E)-N-(5-amino-5-iminopentyl)-1-methyl-4-(1-methyl-4-(4-(2-(quinolin-3-yl)vinyl)benzamido)-1H-pyrrole-2-carboxamido)-1H-pyrrole-2-carboxamide